(R)-5-(4,4-difluoro-1-methylpyrrolidin-2-yl)-3-(5-(pyridin-2-ylethynyl)pyridin-2-yl)-1,2,4-oxadiazole FC1(C[C@@H](N(C1)C)C1=NC(=NO1)C1=NC=C(C=C1)C#CC1=NC=CC=C1)F